tert-butyl N-[(1S)-1-cyclopentyl-2-[4-(3-methylimidazol-4-yl)anilino]-2-oxo-ethyl]carbamate C1(CCCC1)[C@@H](C(=O)NC1=CC=C(C=C1)C=1N(C=NC1)C)NC(OC(C)(C)C)=O